2-(2-((7-chloro-1,2,3,4-tetrahydroisoquinolin-6-yl)amino)-5-(trifluoromethyl)pyrimidin-4-yl)-5-methyl-5,6,7,8-tetrahydro-4H-thieno[3,2-c]azepin-4-one ClC1=C(C=C2CCNCC2=C1)NC1=NC=C(C(=N1)C1=CC=2C(N(CCCC2S1)C)=O)C(F)(F)F